N1=CN=C(C2=C1C=CC=N2)N pyrido[3,2-d]Pyrimidine-4-amine